ClC1=C(C(=CC(=C1)Cl)Cl)C1CC(=NO1)C=1N=C(SC1)C1CCN(CC1)C(CSC=1N=NC(=CC1)C(F)(F)F)=O 1-(4-(4-(5-(2,4,6-Trichlorophenyl)-4,5-dihydroisoxazol-3-yl)thiazol-2-yl)piperidin-1-yl)-2-((6-(trifluoromethyl)pyridazin-3-yl)thio)ethan-1-on